(6-((6-(4-methylpyridin-3-yl)-2,7-naphthyridin-3-yl)amino)pyridin-3-yl)methanol CC1=C(C=NC=C1)C=1C=C2C=C(N=CC2=CN1)NC1=CC=C(C=N1)CO